4-((1s,4s)-4-(4-amino-3-bromo-1H-pyrazolo[3,4-d]pyrimidin-1-yl)cyclohexyl)piperazine-1-carboxylic acid tert-butyl ester C(C)(C)(C)OC(=O)N1CCN(CC1)C1CCC(CC1)N1N=C(C=2C1=NC=NC2N)Br